CC1=C(C=C(C=C1)N1CCN(CC1)C(=O)OC(C)(C)C)C(NC1(CC1)C1=C2C=CC(=NC2=CC(=C1)C1=CN=C(O1)C)C)=O tert-Butyl 4-(4-methyl-3-((1-(2-methyl-7-(2-methyloxazol-5-yl)quinolin-5-yl)cyclopropyl) carbamoyl)phenyl)piperazine-1-carboxylate